C(C1=CC=CC=C1)OC1=C(C(=O)OC)C(=CC=C1)O methyl 2-(benzyloxy)-6-hydroxybenzoate